ClC1=C2C=C(NC2=NC=C1)CC1CCN(CC1)C(=O)OC(C)(C)C tert-butyl 4-((4-chloro-7-azaindol-2-yl)methyl)piperidine-1-carboxylate